3-((8,8-dimethyl-1-oxaspiro[4.5]decan-2-yl)oxy)propan-1-ol CC1(CCC2(CCC(O2)OCCCO)CC1)C